C(C1=CC=CC=C1)OC1=C(C=CC=C1Br)C1=NC(=CC=C1)Br 2-(2-benzyloxy-3-bromophenyl)-6-bromopyridine